methyl 5-bromo-2-((6-fluoro-2-methylpyridin-3-yl) oxy)-4-methylnicotinate BrC=1C=NC(=C(C(=O)OC)C1C)OC=1C(=NC(=CC1)F)C